3-[1-[4-(aminomethyl)phenyl]-6-methoxy-benzimidazol-2-yl]pyridin-2-amine NCC1=CC=C(C=C1)N1C(=NC2=C1C=C(C=C2)OC)C=2C(=NC=CC2)N